C(C1=CC=CC=C1)N1C[C@]2(C[C@]2(C1)C(F)(F)F)C(=O)N (1R,5S)-3-benzyl-5-(trifluoromethyl)-3-azabicyclo[3.1.0]hexane-1-carboxamide